N1=CN=C2NC=NC2=C1C=1C(=NC=CC1)NC=1C=C(C=CC1C)NC(C1=CC=C(C=C1)F)=O N-(3-((3-(9H-purin-6-yl)pyridin-2-yl)amino)-4-methylphenyl)-4-fluorobenzamide